5-(2-ethoxy-3-pyridyl)-1-isopropyl-3-methyl-N-[(2-methyl-3-pyridyl)methyl]pyrazolo[4,3-b]pyridin-7-amine C(C)OC1=NC=CC=C1C1=CC(=C2C(=N1)C(=NN2C(C)C)C)NCC=2C(=NC=CC2)C